2-(3-((4-methyl-4H-1,2,4-triazol-3-yl)(oxetan-3-yl)methyl)phenyl)-6-((R)-1-((1-methylcyclobutyl)amino)ethyl)-4-(trifluoromethyl)isoindolin-1-one CN1C(=NN=C1)C(C=1C=C(C=CC1)N1C(C2=CC(=CC(=C2C1)C(F)(F)F)[C@@H](C)NC1(CCC1)C)=O)C1COC1